1,3-dimethyloldimethyl-hydantoin C(O)N1C(=O)N(C(=O)C1(C)C)CO